tert-butyl N-[(3R)-5-[(4-chlorophenyl)methyl]-7-[5-(6-methyl-3-pyridyl)-1,3,4-oxadiazol-2-yl]-1,1,4-trioxo-2,3-dihydro-1λ6,5-benzothiazepin-3-yl]carbamate ClC1=CC=C(C=C1)CN1C([C@H](CS(C2=C1C=C(C=C2)C=2OC(=NN2)C=2C=NC(=CC2)C)(=O)=O)NC(OC(C)(C)C)=O)=O